(2S,4S)-4-(3-bromophenoxy)-1-tert-butoxycarbonyl-pyrrolidine-2-carboxylic acid BrC=1C=C(O[C@H]2C[C@H](N(C2)C(=O)OC(C)(C)C)C(=O)O)C=CC1